C1(CC1)C=1N=CC2=C(N1)CCN(C2)C(=O)[C@H]2CC21CCN(CC1)C(=O)OC(C(F)(F)F)C(F)(F)F 1,1,1,3,3,3-Hexafluoropropan-2-yl (S)-1-(2-cyclopropyl-5,6,7,8-tetrahydropyrido[4,3-d]pyrimidin-6-carbonyl)-6-azaspiro[2.5]octan-6-carboxylat